4-(6-chloro-2-(((S)-4,4-difluoropyrrolidin-2-yl)methoxy)-8-fluoro-4-(piperazin-1-yl)quinazolin-7-yl)benzo[d]thiazol-2-amine ClC=1C=C2C(=NC(=NC2=C(C1C1=CC=CC2=C1N=C(S2)N)F)OC[C@H]2NCC(C2)(F)F)N2CCNCC2